((2-(4-benzylpiperidin-1-yl)ethyl)carbamoyl)-1H-indole-5-carboxylic acid C(C1=CC=CC=C1)C1CCN(CC1)CCNC(=O)N1C=CC2=CC(=CC=C12)C(=O)O